(S)-3-(3-fluoro-4-methoxybenzyl)-1-(4-fluorophenylmethyl)-1-((1-methylpyrrolidin-3-yl)methyl)urea FC=1C=C(CNC(N(C[C@@H]2CN(CC2)C)CC2=CC=C(C=C2)F)=O)C=CC1OC